ClC1=CC=C(C(=N1)C(=O)OC)NC(C)C=1C(=C(C=C2C(N(C(=NC12)N1CCC(CC1)(F)F)C)=O)C)C Methyl 6-chloro-3-((1-(2-(4,4-difluoropiperidin-1-yl)-3,6,7-trimethyl-4-oxo-3,4-dihydroquinazolin-8-yl)ethyl)amino)picolinate